N-hexadecyl-benzamide C(CCCCCCCCCCCCCCC)NC(C1=CC=CC=C1)=O